N-Cyclopropyl-2-((4-(7-(((2S,5R)-5-(ethylsulfonamido)tetrahydro-2H-pyran-2-yl)methyl)-2,7-diazaspiro[3.5]nonan-2-yl)pyrimidin-5-yl)oxy)-5-fluoro-N-isopropylbenzamide C1(CC1)N(C(C1=C(C=CC(=C1)F)OC=1C(=NC=NC1)N1CC2(C1)CCN(CC2)C[C@H]2OC[C@@H](CC2)NS(=O)(=O)CC)=O)C(C)C